C(C1=CC=CC=C1)(=O)N[C@@H](C(C)C)C(=O)N[C@H](CCC(=O)O)C(=O)O benzoyl-L-valyl-D-glutamic acid